2-Amino-6-(piperidin-1-yl)-4-(3-(thiophen-2-yl)phenyl)pyridine-3,5-dinitrile NC1=NC(=C(C(=C1C#N)C1=CC(=CC=C1)C=1SC=CC1)C#N)N1CCCCC1